C(C)(C)OC(=O)P(=O)(OC1=C2[C@H]3[C@H](C(OC2=CC(=C1)CCCCC)(C)C)CCC(=C3)C)NC(C(=O)OC(C)C)(C)C isopropyl 2-(((isopropoxycarbonyl)(((6aR,10aR)-6,6,9-trimethyl-3-pentyl-6a,7,8,10a-tetrahydro-6H-benzo[c]chromen-1-yl)oxy)phosphoryl)amino)-2-methylpropanoate